methyl rac-(1S,2S)-1-(hydroxymethyl)-2-vinylcyclopropane-1-carboxylate OC[C@]1([C@@H](C1)C=C)C(=O)OC |r|